ClC1=CC(=C(COC2=CC=CC(=N2)C2CCN(CC2)CC2=NC3=C(N2C)C=C(C=C3O[C@@H](CF)C)C(=O)O)C=C1)F |o1:31| rel-(R)-2-((4-(6-((4-Chloro-2-fluorobenzyl)oxy)pyridin-2-yl)piperidin-1-yl)methyl)-4-((1-fluoropropan-2-yl)oxy)-1-methyl-1H-benzo[d]imidazole-6-carboxylic acid